ClC1=CC=C(C(=N1)N1N=C(C=C1C)C#N)[C@H]1OC[C@H](C1)F 1-[6-chloro-3-[(2S,4S)-4-fluorotetrahydrofuran-2-yl]-2-pyridyl]-5-methyl-pyrazole-3-carbonitrile